(4,6-dimethylpyrimidin-2-yl)benzenesulfonamide CC1=NC(=NC(=C1)C)C1=C(C=CC=C1)S(=O)(=O)N